O1C(=CC2=C1C=CC=C2)C2=CC1=C(NC3=C(NC1=O)C=C(C=C3)C(=O)N3CCC(CC3)CC3=CC=CC=C3)C=C2 2-(benzofuran-2-yl)-8-(4-benzylpiperidine-1-carbonyl)-5,10-dihydro-11H-dibenzo[b,e][1,4]diazepin-11-one